Methyl (S)-2-(3-amino-4-((oxetan-2-ylmethyl)amino) phenoxy)acetate NC=1C=C(OCC(=O)OC)C=CC1NC[C@H]1OCC1